C(C=C)C=C(C(=O)O)C.C(C(=C)C)(=O)OCC=C allyl methacrylate (allylmethacrylate)